CS(=O)(=O)C1=CC=C(C=C1)C1(CC1)N 1-(4-methylsulfonylphenyl)cyclopropane-1-amine